(6S)-6-tert-butyl-N-[(1R)-3-(4-cyanopiperidin-1-ium-1-yl)-1-[4-(6-oxo-1H-pyridin-3-yl)phenyl]propyl]-5,6,7,8-tetrahydrothieno[2,3-b]quinoline-2-carboxamide C(C)(C)(C)[C@@H]1CC=2C=C3C(=NC2CC1)SC(=C3)C(=O)N[C@H](CC[NH+]3CCC(CC3)C#N)C3=CC=C(C=C3)C3=CNC(C=C3)=O